ClC=1C=C(C=CC1F)NC(=O)C=1C=2CC[C@@H](C2C(=CC1)F)NC1=NC(=NC=C1)OC (S)-N-(3-chloro-4-fluorophenyl)-7-fluoro-1-((2-methoxypyrimidin-4-yl)amino)-2,3-dihydro-1H-indene-4-carboxamide